C(CC(=O)OC(C)(C)C)(=O)OCC ethyl (t-butyl) malonate